methyl 2-(1-oxo-4-phenyl-[1,2,4]triazino[4,5-a]indol-2-yl)acetate O=C1N(N=C(N2C1=CC=1C=CC=CC21)C2=CC=CC=C2)CC(=O)OC